CC1(N(CCC1)C(=O)C1[C@@H]2CN(C[C@H]12)C(=O)C1=NNC(=C1)C(C)C)C [(1S,5R)-6-(2,2-Dimethylpyrrolidine-1-carbonyl)-3-azabicyclo[3.1.0]hexan-3-yl]-(5-isopropyl-1H-pyrazol-3-yl)methanone